CNC(=O)C1=CC2=C(N(C(=N2)CCNC(OCC2=CC=CC=C2)=O)C=2C=C3CCC(NC3=CC2)=O)C=C1 Benzyl (2-(5-(methylcarbamoyl)-1-(2-oxo-1,2,3,4-tetrahydroquinolin-6-yl)-1H-benzo[d]imidazol-2-yl)ethyl)carbamate